NC1=C(N=C2C(=CC=NC2=C1)OC1=C(C=C(C=C1)NC(=O)C1=CN(C(=C(C1=O)C1=CC=C(C=C1)F)C)C)F)OC N-[4-[(7-amino-6-methoxy-1,5-naphthyridin-4-yl)oxy]-3-fluorophenyl]-5-(4-fluorophenyl)-1,6-dimethyl-4-oxopyridine-3-carboxamide